FC1=CC=C(C=C1)CS(=O)(=O)NC1CCN(CC1)C1=C(C=CC=C1)/C=C/C(=O)NO (E)-3-(2-(4-(((4-fluorophenyl)methyl)sulfonamido)piperidin-1-yl)phenyl)-N-hydroxyacrylamide